C(C1=CC=CC=C1)N1C(N(S(C2=C1C=CC(=C2)Cl)(=O)=O)CC2=CC=C(C(=O)NO)C=C2)=O 4-((4-benzyl-7-chloro-1,1-dioxo-3-oxo-3,4-dihydro-2H-benzo[e][1,2,4]thiadiazin-2-yl)methyl)-N-hydroxybenzoamide